5-(((trans-3-(4-(3-chlorophenyl)-3-cyclopropyl-1H-pyrazol-1-yl)cyclobutyl)methyl)amino)-2-(2,6-dioxopiperidin-3-yl)isoindoline-1,3-dione ClC=1C=C(C=CC1)C=1C(=NN(C1)[C@@H]1C[C@H](C1)CNC=1C=C2C(N(C(C2=CC1)=O)C1C(NC(CC1)=O)=O)=O)C1CC1